(R)-((((2-((benzyloxy)carbonyl)benzo[b]thiophen-5-yl)fluoromethyl)phosphoryl)bis(oxy))bis(methylene)bis(2,2-dimethylpropanoate) C(C1=CC=CC=C1)OC(=O)C1=CC2=C(S1)C=CC(=C2)[C@@H](P(=O)(OCCC(C(=O)[O-])(C)C)OCCC(C(=O)[O-])(C)C)F